2,2,3-Trimethyl-butan CC(C)(C(C)C)C